3-(6-chloro-5-(2'-hydroxy-4'-(methyl-carbamoyl)-[1,1'-biphenyl]-4-yl)-1H-indazol-3-yl)-propanoic acid ClC1=C(C=C2C(=NNC2=C1)CCC(=O)O)C1=CC=C(C=C1)C1=C(C=C(C=C1)C(NC)=O)O